N-(2-((2-(dimethylamino)ethyl)(methyl)amino)-5-(4-(6-(2-hydroxypropan-2-yl)-1-methyl-1H-indol-5-ylamino)-1,3,5-triazin-2-ylamino)-4-methoxyphenyl)acrylamide CN(CCN(C1=C(C=C(C(=C1)OC)NC1=NC=NC(=N1)NC=1C=C2C=CN(C2=CC1C(C)(C)O)C)NC(C=C)=O)C)C